C(C)(C)(C)C=1C=C(N(N1)C=1C=NC=CC1)N 5-tert-butyl-2-(3-pyridyl)pyrazol-3-amine